O1C(=CC(=O)C=2C(O)=CC(O)=CC12)C1=CC(O)=C(O)C=C1.[Al] aluminum luteolin